N[C@H](C(=O)O)CC1=CN=CO1 (S)-2-amino-3-(oxazol-5-yl)propionic acid